C(C)N1N=NC=C1CN1C=NC2=C1C=C(C=C2)C(=O)O 1-[(1-ethyl-1H-1,2,3-triazol-5-yl)methyl]-1H-benzimidazole-6-carboxylic acid